N1=C(C=CC=C1)C(=O)O[C@@H]1[C@](O[C@H](C1)N1C=CC2=C1N=C(N=C2N)Cl)(COC(C2=NC=CC=C2)=O)C#C (2R,3S,5R)-5-(4-amino-2-chloro-7H-pyrrolo[2,3-d]pyrimidin-7-yl)-2-ethynyl-2-((picolinoyloxy)methyl)tetrahydrofuran-3-yl picolinate